C(C=1C(N)=CC=CC1)(=O)OC1CC(CCC1C(C)C)C menthyl anthranilate